dinonyloxydodecenyl-butoxy methyl ether COOC(CCC)C=CCCCCCCCCCC(OCCCCCCCCC)OCCCCCCCCC